NC1=NC=NN2C1=CC=C2[C@H]2[C@@H]([C@@H]([C@@](O2)(C#N)COP(=O)(OC2=CC=CC=C2)N[C@@H](C)C(=O)OC2CCC(CC2)N)O)O (1r,4S)-4-aminocyclohexyl ((((2R,3S,4R,5S)-5-(4-aminopyrrolo[2,1-f][1,2,4]triazin-7-yl)-2-cyano-3,4-dihydroxytetrahydrofuran-2-yl)methoxy)(phenoxy)phosphoryl)-L-alaninate